C(#N)C=1C(=CC(=C(C1)NC(C)=O)C1CC1)N1CCNCC1 N-(5-cyano-2-cyclopropyl-4-(piperazin-1-yl)phenyl)acetamide